ethylcarboxymethylglycinate C(C)N(CC(=O)[O-])CC(=O)O